N-(4-Methoxybenzo[d]isoxazol-3-yl)benzenesulfonamide COC1=CC=CC2=C1C(=NO2)NS(=O)(=O)C2=CC=CC=C2